(6-fluoroindolin-1-yl)(7-hydroxynaphthalen-2-yl)methanone FC1=CC=C2CCN(C2=C1)C(=O)C1=CC2=CC(=CC=C2C=C1)O